4-(tetrahydro-3-thienyl)benzenesulfonyl chloride S1CC(CC1)C1=CC=C(C=C1)S(=O)(=O)Cl